C(C1=CC=CC=C1)N1CC(=CC=C1)C(=O)O N-benzyl-3-carboxypyridine